di(methyl)isopropyl-(methoxy)silane C[Si](OC)(C(C)C)C